3-(2H-benzo[d][1,2,3]triazol-2-yl)-4-((tert-butoxy carbonyl)oxy)phenethyl methacrylate C(C(=C)C)(=O)OCCC1=CC(=C(C=C1)OC(=O)OC(C)(C)C)N1N=C2C(=N1)C=CC=C2